Rac-1-tert-butoxycarbonyl-4-[(5-fluoro-3-pyridinyl)methyl]piperidine-4-carboxylic acid C(C)(C)(C)OC(=O)N1CCC(CC1)(C(=O)O)CC=1C=NC=C(C1)F